(R)-2-methyl-2,4,5,6-tetrahydro-1H-cyclobuta[f]inden C[C@@H]1CC2=CC=3CCCC3C=C21